Benzyl ((S)-1-((1s,4R)-4-methylcyclohexyl)-2-oxo-2-((4-(((S)-2-oxo-4-(trifluoromethyl)imidazolidin-1-yl)methyl)pyridin-2-yl)amino)ethyl)carbamate CC1CCC(CC1)[C@@H](C(NC1=NC=CC(=C1)CN1C(N[C@@H](C1)C(F)(F)F)=O)=O)NC(OCC1=CC=CC=C1)=O